NC1=NC(=C2N=CN(C2=N1)[C@H]1C=C[C@H](C1)COP1(OCC2=C(O1)C=CC=C2)=O)OC 2-(((1S,4R)-4-(2-amino-6-methoxy-9H-purin-9-yl)cyclopent-2-en-1-yl)methoxy)-4H-benzo[d][1,3,2]dioxaphosphinine 2-oxide